Cl.N[C@@H](CC(=O)O)CN1N=C(N=N1)C1=CC(=C(C=C1)OC1=NC=C(C=N1)F)F (S)-3-amino-4-(5-(3-fluoro-4-((5-fluoropyrimidin-2-yl)oxy)phenyl)-2H-tetrazol-2-yl)butanoic acid hydrochloride